6-(4-(4-fluorophenyl)-1-propyl-1H-imidazol-5-yl)imidazo[1,2-a]pyridine-3-carbonitrile FC1=CC=C(C=C1)C=1N=CN(C1C=1C=CC=2N(C1)C(=CN2)C#N)CCC